OCC1=CC=C(C=C1)NC([C@H](C)NC([C@H](C(C)C)NC(OCC=C)=O)=O)=O Allyl (S)-1-((S)-1-(4-(hydroxymethyl)phenylamino)-1-oxopropan-2-ylamino)-3-methyl-1-oxobutan-2-ylcarbamate